FC1=C(C=CC(=C1)N1CCC2(CCN2)CC1)NC(=O)C=1C(=CC=2N(C1)C=C(N2)C)OC N-(2-fluoro-4-(1,7-diazaspiro[3.5]nonan-7-yl)phenyl)-7-methoxy-2-methylimidazo[1,2-a]pyridine-6-carboxamide